(2S)-N,2-dimethylazetidine-2-carboxamide CNC(=O)[C@]1(NCC1)C